B(F)(F)F.[O-2].[Li+].[Li+] lithium oxide boron trifluoride